O[C@]1(C[C@H]2CC[C@H]3[C@@H]4CCC[C@@H]([C@]4(CC[C@@H]3[C@H]2CC1)C)C(=O)N1[C@H](CCCC1)C)C ((1S,4aS,4bR,6aR,8R,10aS,10bR,12aS)-8-hydroxy-8,12a-dimethyloctadecahydrochrysen-1-yl)((S)-2-methylpiperidin-1-yl)methanone